F[P-](F)(F)(F)(F)F.C(C1=CC=CC=C1)(=O)C1=CC=C(C=C1)[S+](C1=CC=C(C=C1)C)C1=CC=2C(C3=CC(=CC=C3SC2C=C1)OCC(=O)OC)=O (4-benzoylphenyl)[7-(2-methoxy-2-oxoethoxy)-9-oxo-9H-thioxanthen-2-yl](4-methylphenyl)sulfonium hexafluorophosphate